O.[GeH](=O)O germanic acid hydrate